O(S(=O)(=O)C(F)(F)F)CCCO 3-hydroxypropyl triflate